rac-ethyl (1S*,2S*)-2-(6-chloropyrimidin-4-yl)cyclopropane-1-carboxylate ClC1=CC(=NC=N1)[C@@H]1[C@H](C1)C(=O)OCC |r|